C(C)OCCOCCOCCO 2-[2-(2-ethoxyethoxy)-ethoxy]-ethanol